1-(2-amino-3-fluoro-5-vinylphenyl)ethan-1-one NC1=C(C=C(C=C1F)C=C)C(C)=O